3-(5-(3-methyl-7-(pyrrolidin-1-ylmethyl)-3H-imidazo[4,5-b]pyridin-5-yl)-1-oxoisoindolin-2-yl)piperidine-2,6-dione CN1C=NC=2C1=NC(=CC2CN2CCCC2)C=2C=C1CN(C(C1=CC2)=O)C2C(NC(CC2)=O)=O